FC1=CC(=C(C=C1)CC1(CCC1)C#N)C 1-[(4-fluoro-2-methyl-phenyl)methyl]cyclobutanecarbonitrile